The molecule is an arenesulfonate oxoanion that is a dianion resulting from the removal of a proton from all three sulfonic acid groups of NSC 56820 and the protonation of its imino nitrogen. The disodium salt is the biological stain C.I. Acid Blue 22, also known as water blue. It is a conjugate base of a NSC 56820. CC1=CC(=CC(=C1N)S(=O)(=O)[O-])C(=C2C=CC(=[NH+]C3=CC=C(C=C3)S(=O)(=O)[O-])C=C2)C4=CC=C(C=C4)NC5=CC=C(C=C5)S(=O)(=O)[O-]